tert-Butyl 3-(2-benzyloxyethoxy)-5-methyl-piperidine-1-carboxylate C(C1=CC=CC=C1)OCCOC1CN(CC(C1)C)C(=O)OC(C)(C)C